methyl Tertiary Amyl Ether C(C)(C)(CC)OC